2-methyl-[1,1'-biphenyl] CC1=C(C=CC=C1)C1=CC=CC=C1